2-(1-hydroxy-1-methyl-ethyl)-8-(trifluoromethyl)imidazo[1,2-a]pyridin-6-ol OC(C)(C)C=1N=C2N(C=C(C=C2C(F)(F)F)O)C1